((4-methoxybenzyl)oxy)pyrazolo[1,5-a]pyridine-3-carboxamide COC1=CC=C(COC2=NN3C(C=CC=C3)=C2C(=O)N)C=C1